CN(CCN)CCN 2,2'-Diamino-N-methyldiethylamine